Sodium ascorbat O=C1C(O)=C([O-])[C@H](O1)[C@@H](O)CO.[Na+]